2-(4-(benzylthio)-3,5-dimethoxyphenyl)acetonitrile C(C1=CC=CC=C1)SC1=C(C=C(C=C1OC)CC#N)OC